C1(CC1)C=1N=NN(C1)[C@H](C(=O)N1[C@@H](C[C@H](C1)O)C(=O)NCC=1C=NC(=CC1)OC1=C(C=CC=C1)C(F)(F)F)C(C)(C)C (2S,4r)-1-[(2S)-2-(4-cyclopropyl-triazol-1-yl)-3,3-dimethyl-butyryl]-4-hydroxy-N-[[6-[2-(trifluoromethyl)phenoxy]-3-pyridinyl]methyl]pyrrolidine-2-carboxamide